CC1=NCCC2=C1NC3=C2C=CC(=C3)OC The molecule is a harmala alkaloid in which the harman skeleton is methoxy-substituted at C-7 and has been reduced across the 3,4 bond. It has a role as a oneirogen. It derives from a hydride of a harman.